2-(2,4-dimethoxybenzyl)-7-((5-(4-methylpiperazin-1-yl)pyridin-2-yl)amino)-4-(3-phenyl-1H-indol-2-yl)-2,3-dihydro-1H-pyrrolo[3,4-c]pyridin-1-one COC1=C(CN2CC=3C(=NC=C(C3C2=O)NC2=NC=C(C=C2)N2CCN(CC2)C)C=2NC3=CC=CC=C3C2C2=CC=CC=C2)C=CC(=C1)OC